C(C1=CC=CC=C1)N1C(C2=C(C(=CC=C2CC1)SC=1N=CC(=NC1)N1CCC2([C@@H]([C@@H](OC2)C)NS(=O)(=O)C(C)(C)C)CC1)Cl)=O N-((3S,4S)-8-(5-((2-benzyl-8-chloro-1-oxo-1,2,3,4-tetrahydroisoquinolin-7-yl)thio)pyrazine-2-yl)-3-methyl-2-oxa-8-azaspiro[4.5]decan-4-yl)-2-methylpropane-2-sulfonamide